C(#N)C(C(O)O)C(C(C)C#N)C 2,4-dicyano-3-methylpentanediol